3-(N-(3-fluorophenylethyl)sulfamoyl)-4-methoxy-N,N-dipropylbenzamide FC=1C=C(C=CC1)CCNS(=O)(=O)C=1C=C(C(=O)N(CCC)CCC)C=CC1OC